SC1=NC2=CC=CC=C2C=C1 2-Mercaptoquinoline